COC1=CC=C(C=C1)N1CCC(CC1)N1C(=NC=2C(=NC=CC21)C)C=2C(=NC=CN2)N {1-[1-(4-methoxyphenyl)piperidin-4-yl]-4-methyl-1H-imidazo[4,5-c]pyridin-2-yl}pyrazin-2-amine